N,N-dimethyl-3-(2-methyltetrazol-5-yl)-4-[3-(trifluoromethyl)anilino]benzamide CN(C(C1=CC(=C(C=C1)NC1=CC(=CC=C1)C(F)(F)F)C=1N=NN(N1)C)=O)C